1-octyl-1-octanol C(CCCCCCC)C(CCCCCCC)O